CC(C(=O)N)(CC(=O)N)C 2,2-dimethylsuccinamide